(((1H-pyrrol-2-yl)methyl)amino-2-(5-chloropyridin-3-yl)-9H-purin-9-yl)-3,4-dihydroxyl-N-(methyl-d3)-tetrahydrofuran-2-carboxamide N1C(=CC=C1)CNC=1N(C2=NC(=NC=C2N1)C=1C=NC=C(C1)Cl)C1(OCC(C1O)O)C(=O)NC([2H])([2H])[2H]